ClC1=CC=C(C=C1)C(C=CC1=CC=C(C=C1)C)=O 1-(4-chlorophenyl)-3-(p-tolyl)prop-2-en-1-one